1-{(1S)-1-[(4-Methoxybenzyl)amino]ethyl}cyclopropanol COC1=CC=C(CN[C@@H](C)C2(CC2)O)C=C1